N-(5-Sulfamoyl-1,3,4-thiadiazol-2-yl)acetamide S(N)(=O)(=O)C1=NN=C(S1)NC(C)=O